ClC1=C(C=CC(=C1)Cl)C[C@H](C[C@H]([C@H](C(C)(C)C)O)N1N=CNC1=S)C 2-((2R,4R,5S)-1-(2,4-dichlorophenyl)-5-hydroxy-2,6,6-trimethylheptan-4-yl)-2,4-dihydro-3H-1,2,4-triazole-3-thione